CS(=O)(=O)C=1C(=NC=CC1)NC1=C(N=NC(=C1)NC(=O)C1CC12CC2)C(=O)NC([2H])([2H])[2H] 4-[(3-methanesulfonylpyridin-2-yl)amino]-N-(2H3)methyl-6-{spiro[2.2]pentane-1-amido}pyridazine-3-carboxamide